5-methyl-6-phenyl-N-{2-[2-(trifluoromethyl)pyridin-3-yl]-2-azaspiro[3.5]nonan-7-yl}-5H-pyrrolo[2,3-b]pyrazine-7-carboxamide CN1C(=C(C=2C1=NC=CN2)C(=O)NC2CCC1(CN(C1)C=1C(=NC=CC1)C(F)(F)F)CC2)C2=CC=CC=C2